2-(4-chloro-3-fluorophenoxy)-N-{4-[5-(4-chloro-3-fluorophenyl)-1,3,4-oxadiazol-2-yl]-3-hydroxybicyclo[2.2.2]oct-1-yl}acetamide ClC1=C(C=C(OCC(=O)NC23CC(C(CC2)(CC3)C=3OC(=NN3)C3=CC(=C(C=C3)Cl)F)O)C=C1)F